2,3,4,5-tetramethyl-2-cyclopentenone CC=1C(C(C(C1C)C)C)=O